2,3-diazabicyclo[3.1.1]heptane C12NNCC(C1)C2